N-(3-((4,4-difluoropiperidin-1-yl)sulfonyl)phenyl)-2-(6-methyl-3-azabicyclo[4.1.0]heptan-3-yl)nicotinamide FC1(CCN(CC1)S(=O)(=O)C=1C=C(C=CC1)NC(C1=C(N=CC=C1)N1CC2CC2(CC1)C)=O)F